OCCNC(=O)C1=CC=C2C(=CC(=NC2=C1)C1=CC=C(C=C1)C(F)(F)F)C N-(2-hydroxyethyl)-4-methyl-2-(4-(trifluoromethyl)phenyl)quinoline-7-carboxamide